2-chloro-1-(4-fluoro-1H-pyrrolo[2,3-b]pyridin-3-yl)ethan-1-one ClCC(=O)C1=CNC2=NC=CC(=C21)F